O1CCN(CC1)C1=NC(=NC(=C1)N1N=C(C=C1)C=1C=C(C=CC1)C)OCCN1C=NC(=C1)CO (1-(2-((4-morpholino-6-(3-(m-tolyl)-1H-pyrazol-1-yl)pyrimidin-2-yl)oxy)ethyl)-1H-imidazol-4-yl)methanol